Tin(II)-Tin(IV) [Sn+4].[Sn+2]